C(CCCCCCCCCCCCCC)C1=NOC(N1)=O 3-pentadecyl-1,2,4-oxadiazol-5(4H)-one